COC=1C=2N(N=CC1)C=CC2C=2C=C1C(=NC2)N=C(N1CC1COC1)C 6-(4-methoxypyrrolo[1,2-b]pyridazin-5-yl)-2-methyl-1-(oxetan-3-ylmethyl)-1H-imidazo[4,5-b]pyridine